NCCCNC1=NC(=NC=C1F)NC1=CC=C(C=C1)OCCOC N4-(3-aminopropyl)-5-fluoro-N2-[4-(2-methoxyethoxy)phenyl]pyrimidine-2,4-diamine